S1C(=NN=C1S)S 1,3,4-thiadiazole-2,5-dithiol